N-(pyridin-4-yl)-1H-pyrazole-3-carboxyamide N1=CC=C(C=C1)NC(=O)CC1=NNC=C1